C(C1=CC=CC=C1)S(=O)(=O)N1CC2=CC(=C(C=C2CC1)C1=CC(=C(N1C)C)C(=O)N(C1=CC=CC=C1)C)C(=O)N1CC2=CC=CC=C2C[C@H]1C 5-[2-(benzylsulfonyl)-7-{[(3R)-3-methyl-3,4-dihydroisoquinolin-2(1H)-yl]carbonyl}-1,2,3,4-tetrahydroisoquinolin-6-yl]-N,1,2-trimethyl-N-phenyl-1H-pyrrole-3-carboxamide